CC1=C(C=O)C(=CC=N1)C 2,4-DIMETHYLNICOTINALDEHYDE